C(C)OC(CC1CN(CC(C1)C1=CC=C(C=C1)C=O)C(=O)OC(C)(C)C)=O tert-butyl 3-(2-ethoxy-2-oxoethyl)-5-(4-formylphenyl)piperidine-1-carboxylate